[2H]C1=NC2=C(C=CC(=C2C=C1)N1C[C@H]2N([C@@H](C1)C)C[C@H](C2)N2CC(CC2)(C)N)C#N 2-Deuterio-5-[(4R,7S,8aS)-7-(3-amino-3-methyl-pyrrolidin-1-yl)-4-methyl-3,4,6,7,8,8a-hexahydro-1H-pyrrolo[1,2-a]pyrazin-2-yl]quinoline-8-carbonitrile